NC1=C2N=C(N(C2=NC(=N1)OCCO)CC=1C=C(CP(OCC)([O-])([O-])C)C=CC1)OC ethyl (3-((6-amino-2-(2-hydroxyethoxy)-8-methoxy-9H-purin-9-yl)methyl)benzyl)(methyl)phosphite